(S)-N-(4-(5-aminopenta-1,3-diyn-1-yl)phenyl)-2-(4-(4-chlorophenyl)-2,3,9-trimethyl-6H-thieno[3,2-f][1,2,4]triazolo[4,3-a][1,4]diazepin-6-yl)acetamide NCC#CC#CC1=CC=C(C=C1)NC(C[C@H]1C=2N(C3=C(C(=N1)C1=CC=C(C=C1)Cl)C(=C(S3)C)C)C(=NN2)C)=O